BrC=1C(=C(C(=O)[O-])C(=CC1)C)O[C@H]1COCCC1 (R)-3-bromo-6-methyl-2-((tetrahydro-2H-pyran-3-yl)oxy)benzoate